N[C@@H](CCC(=O)O)C(=O)[O-].[Na+] monosodium glutamate salt